N-(1-methyl-1H-pyrazol-5-yl)-D-alaninamide hydrochloride Cl.CN1N=CC=C1NC([C@H](N)C)=O